C(C)OC(CCNCC1=CC=CC=C1)=O 3-benzylaminopropionic acid ethyl ester